ClC=1C(=C(C=C(C1OC1=NN(C(C(=C1)C(C)C)=O)C)Cl)N1C(C2=CC=CC=C2C1=O)=O)C 2-(3,5-dichloro-4-((5-isopropyl-1-methyl-6-oxo-1,6-dihydropyridazin-3-yl)oxy)-2-methylphenyl)isoindoline-1,3-dione